2-(5-chloro-3-cyano-4,6-dimethylpyridin-2-ylamino)-N-(4-chlorophenyl)-N-methylacetamide ClC=1C(=C(C(=NC1C)NCC(=O)N(C)C1=CC=C(C=C1)Cl)C#N)C